N-((R)-1-(3-amino-5-(trifluoromethyl)phenyl)ethyl)-6-(2-(2,2-difluorocyclopropyloxy)Ethoxy)-7-methoxy-2-methylquinazolin-4-amine NC=1C=C(C=C(C1)C(F)(F)F)[C@@H](C)NC1=NC(=NC2=CC(=C(C=C12)OCCOC1C(C1)(F)F)OC)C